(3S,4S)-1-(4-((R*)-1-((3S,4S)-3-(3-dodecylureido)-4-methoxypyrrolidin-1-yl)-2,2,2-trifluoroethyl)benzoyl)-N3,N4-bis((1S,2R)-2-phenylcyclopropyl)pyrrolidine-3,4-dicarboxamide C(CCCCCCCCCCC)NC(N[C@H]1CN(C[C@@H]1OC)[C@@H](C(F)(F)F)C1=CC=C(C(=O)N2C[C@H]([C@@H](C2)C(=O)N[C@@H]2[C@H](C2)C2=CC=CC=C2)C(=O)N[C@@H]2[C@H](C2)C2=CC=CC=C2)C=C1)=O |o1:22|